N1NC(C2C1=CC=CN2)C(=O)N tetrahydropyrazolopyridine-3-carboxamide